ClC=1C=C2C=C(NC2=CC1OCC1=CC(=NO1)C)CNC(=O)[C@H]1[C@H](C1)F (1S,2S)-N-((5-chloro-6-((3-methylisoxazol-5-yl)methoxy)-1H-indol-2-yl)methyl)-2-fluorocyclopropane-1-carboxamide